S(=O)(=O)(ON1[C@@H]2CC[C@H](N(C1=O)C2)C(NC(CC2CN(CC2)C)=O)=N)O (2S,5R)-2-(N-(2-(1-methylpyrrolidin-3-yl) acetyl) carbamimidoyl)-7-oxo-1,6-diazabicyclo[3.2.1]octan-6-yl hydrogen sulfate